4-[(2-methylphenyl)methyl]-1H-pyrrole-3-sulfonic acid CC1=C(C=CC=C1)CC=1C(=CNC1)S(=O)(=O)O